1-(5-(6-chloro-5-methoxypyridin-3-yl)pyrazolo[1,5-A]pyridin-2-yl)-3-(2-(pyridin-3-yloxy)ethyl)urea ClC1=C(C=C(C=N1)C1=CC=2N(C=C1)N=C(C2)NC(=O)NCCOC=2C=NC=CC2)OC